O=C1C(O)=C(O)[C@H](O1)[C@@H](O)CO.[SiH3]O[SiH2]O[SiH3] trisiloxane ascorbate